methyl-spiro[cyclopropane-1,1'-isoindoline]-3'-one CN1C2(C3=CC=CC=C3C1=O)CC2